N1(CCC1)C(=O)C1=NN(C(=N1)C)C1=NC(=NC=C1F)N1CCN(CC1)C(=O)N1N=CC[C@H]1C=1C=C(C#N)C=C(C1)F (S)-3-(1-(4-(4-(3-(azetidine-1-carbonyl)-5-methyl-1H-1,2,4-triazol-1-yl)-5-fluoropyrimidin-2-yl)piperazine-1-carbonyl)-4,5-dihydro-1H-pyrazol-5-yl)-5-fluorobenzonitrile